FC1=COC2=C1C=CC(=C2)CC(C)NCC(CO)(CO)C 2-(((1-(3-fluorobenzofuran-6-yl)propan-2-yl)amino)methyl)-2-methylpropane-1,3-diol